(1,4-dihydroxy-1-(4-methoxyphenyl)-butyl)benzonitrile OC(CCCO)(C1=CC=C(C=C1)OC)C1=C(C#N)C=CC=C1